C(C)(C)(C)OC(=O)[C@]1(C[C@H](N(CC1)CC1=C(C(=CC=C1)Cl)F)C)CC1=NC(=CC(=C1F)C(C)C)NC1=NN(C(=C1)C)C(C)(C)C tert-butyl-(2R,4R)-4-((6-((1-(tert-butyl)-5-methyl-1H-pyrazol-3-yl) amino)-3-fluoro-4-isopropylpyridin-2-yl) methyl)-1-(3-chloro-2-fluorobenzyl)-2-methylpiperidine-4-carboxylate